2-azido-3-fluoro-5-formyl-4-hydroxybenzoic acid N(=[N+]=[N-])C1=C(C(=O)O)C=C(C(=C1F)O)C=O